C(C)NC1=CC(=CC(=N1)N1C(C2=CC(=CC(=C2C1)S(=O)(=O)C)CN1C[C@H](CCC1)C)=O)C1(COC1)CC1=NN=CN1C 2-[6-(ethylamino)-4-{3-[(4-methyl-1,2,4-triazol-3-yl)methyl]oxetan-3-yl}pyridin-2-yl]-4-methanesulfonyl-6-{[(3S)-3-methylpiperidin-1-yl]methyl}-3H-isoindol-1-one